2-(4-(2-aminoethyl)phenoxy)-N,N-dimethylethylamine NCCC1=CC=C(OCCN(C)C)C=C1